1-phenyl-3-(4-tert-butyl-styryl)-5-(4-ethoxy-phenyl)-pyrazoline C1(=CC=CC=C1)N1NC(=CC1C1=CC=C(C=C1)OCC)C=CC1=CC=C(C=C1)C(C)(C)C